FC([C@H]1N(C(OC1)=O)C=1N=C2N(CCOC3=C2C(=CC(=C3)N[C@H](C(=O)N)C)C)C1)F (S)-2-((2-((S)-4-(difluoromethyl)-2-oxooxazolidin-3-yl)-11-methyl-5,6-dihydrobenzo[f]imidazo[1,2-d][1,4]oxazepin-9-yl)amino)propionamide